C(C)(C)C1=C(NC2=CC=C(C=C12)C1OCCN(C1)C(CNC)=O)C=1C=C(C=2N(C1)N=CN2)C 1-(2-(3-isopropyl-2-(8-methyl-[1,2,4]triazolo[1,5-a]pyridin-6-yl)-1H-indol-5-yl)morpholino)-2-(methylamino)ethan-1-one